BrC1=C2N(C=3C(=C(C=C(C13)N(C(OC(C)(C)C)=O)CC#N)Cl)Cl)CCN(C2=O)COCC[Si](C)(C)C tert-Butyl N-[10-bromo-6,7-dichloro-1-oxo-2-(2-trimethylsilylethoxymethyl)-3,4-dihydropyrazino[1,2-a]indol-9-yl]-N-(cyanomethyl)carbamate